ClC=1N=C(C(=C2CCNC(C12)=O)F)OC 8-chloro-5-fluoro-6-methoxy-3,4-dihydro-2,7-naphthyridin-1(2H)-one